C(C1=CC=CC=C1)N1N=C2C(N(CCC2=C1Cl)[C@@H]1C(NC2=C(OC1)C=CC(=N2)Br)=O)=O (S)-3-(2-benzyl-3-chloro-7-oxo-2,4,5,7-tetrahydro-6H-pyrazolo[3,4-c]pyridin-6-yl)-7-bromo-2,3-dihydropyrido[3,2-b][1,4]oxazepin-4(5H)-one